tert-butyl N-[cis-4-[4-[[3-[(4-methylthieno[3,2-b]pyrrole-5-carbonyl)amino]phenyl]methoxy]phenoxy] cyclohexyl]carbamate CN1C2=C(C=C1C(=O)NC=1C=C(C=CC1)COC1=CC=C(O[C@H]3CC[C@H](CC3)NC(OC(C)(C)C)=O)C=C1)SC=C2